N2-[2-(3-methoxyphenyl)[1,2,4]triazolo[1,5-c]quinazolin-5-yl]-N-methyl-D-alaninamide COC=1C=C(C=CC1)C1=NN2C(=NC=3C=CC=CC3C2=N1)N[C@H](C)C(=O)NC